NC=1SC2=C(N1)C=1C=CC(=CC1OC21CN(C1)C(=O)OC(C)(C)C)C(C)C tert-butyl 2'-amino-7'-isopropylspiro[azetidine-3,4'-chromeno[4,3-d]thiazole]-1-carboxylate